4-chloro-11-azatricyclo[6.2.1.02,7]Undec-2,4,6-triene hydrochloride Cl.ClC=1C=C2C3CCC(C2=CC1)N3